C(C)(=O)OCC(OC(C)=O)CO Glycerol 1,2-Di-Acetate